C(C)(C)(C)OC(=O)N(CC1=C(C=C(C=C1)OC)OC)CC1=C(N=C(S1)C1=CC(=NN1CC)C)C1=NC(=CC2=C1C=NN2C)C(=O)OC methyl 4-[5-({(tert-butoxycarbonyl)[(2,4-dimethoxyphenyl)methyl]amino}methyl)-2-(1-ethyl-3-methyl-1H-pyrazol-5-yl)-1,3-thiazol-4-yl]-1-methyl-1H-pyrazolo[4,3-c]pyridine-6-carboxylate